6-(cyclopropanecarboxamido)-N-(methyl-d3)-4-((5-methyl-1-oxo-1,2,3,3a,4,5-hexahydropyrrolo[1,2-a]quinoxalin-6-yl)amino)pyridazine-3-carboxamide C1(CC1)C(=O)NC1=CC(=C(N=N1)C(=O)NC([2H])([2H])[2H])NC1=C2N(CC3N(C2=CC=C1)C(CC3)=O)C